FC(C(=O)O)(F)F.C1(CC1)NS(=O)(=O)C[C@@H]1[C@H](NC1)C N-cyclopropyl-((2R,3S)-2-methylazetidin-3-yl)methanesulfonamide trifluoroacetate